2-anilinobenzamide methyl-2-(1H-pyrrolo[2,3-b]pyridin-5-yloxy)-4-(4-((2-(4-chlorophenyl)-5,5-difluorocyclohex-1-enyl)methyl)piperazin-1-yl)benzoate COC(C1=C(C=C(C=C1)N1CCN(CC1)CC1=C(CCC(C1)(F)F)C1=CC=C(C=C1)Cl)OC=1C=C2C(=NC1)NC=C2)=O.N(C2=CC=CC=C2)C2=C(C(=O)N)C=CC=C2